OC1C[C@@H]2CCC[C@H](C1)N2C(=O)OC(C)(C)C tert-butyl (1S,5R)-3-hydroxy-9-azabicyclo[3.3.1]nonane-9-carboxylate